4-chloro-3-(3,3-dimethylbut-1-yn-1-yl)pyridin-2-amine ClC1=C(C(=NC=C1)N)C#CC(C)(C)C